ClC1=NC=CC(=C1)C(N(S(=O)C(C)(C)C)C)C1CC1 N-((2-chloropyridin-4-yl)(cyclopropyl)methyl)-N,2-dimethylpropane-2-sulfinamide